ClC=1C(=C(C=CC1)C(\C=C\C1=C(C=C(C=C1)OC)OCC)=O)O (E)-1-(3-chloro-2-hydroxy-phenyl)-3-(2-ethoxy-4-methoxy-phenyl)prop-2-en-1-one